O=C1C=CC(=CN1)C1CC2(CC2C(=O)N)CCC1 5-(6-oxo-1,6-dihydropyridin-3-yl)spiro[2.5]octane-1-carboxamide